7-bromo-3-(2-amino-3-chloropyridine-4-yl)quinazolin-2,4(1H,3H)-dione BrC1=CC=C2C(N(C(NC2=C1)=O)C1=C(C(=NC=C1)N)Cl)=O